2-(5-((E)-((1S,2S,5S,6S)-2,6-difluoro-8-azabicyclo[3.2.1]octan-3-ylidene)methyl)pyrazin-2-yl)-5-(1H-imidazol-1-yl)phenol F[C@@H]\1[C@@H]2C[C@@H]([C@H](C/C1=C\C=1N=CC(=NC1)C1=C(C=C(C=C1)N1C=NC=C1)O)N2)F